4-(3-acetylpyrazolo[1,5-a]pyridin-7-yl)benzonitrile C(C)(=O)C=1C=NN2C1C=CC=C2C2=CC=C(C#N)C=C2